CC1=CC=C(O1)CNC(C1=CC(=CC=C1)NC=1N=NC(=CC1)C1COCC1)=O N-[(5-methylfuran-2-yl)methyl]-3-{[6-(oxolan-3-yl)pyridazin-3-yl]amino}benzamide